8-(7-cyano-1-cyclobutyl-3,3-difluoroheptyl)-1,4-dioxaspiro[4.5]dec-7-ene-7-carboxylate C(#N)CCCCC(CC(C1CCC1)C1=C(CC2(OCCO2)CC1)C(=O)[O-])(F)F